C1(CC1)C1=C(C(=NO1)C1=C(C=CC=C1C)F)CO[C@H]1[C@@H]2C(N([C@H](C1)C2)C2=CC=C(C(=O)O)C=C2)=O 4-[(1S,4R,5R)-5-{[5-cyclopropyl-3-(2-fluoro-6-methylphenyl)-1,2-oxazol-4-yl]methoxy}-3-oxo-2-azabicyclo[2.2.1]heptan-2-yl]benzoic acid